N-[2-(dimethylamino)ethyl]Benzamide hydrochloride Cl.CN(CCNC(C1=CC=CC=C1)=O)C